O=C1C2=C(N(C(N1)=S)CC1=C(C=CC=C1)C1N(CCCCC1)C(=O)OC(C)(C)C)C=CN2 tert-Butyl 2-(2-((4-oxo-2-thioxo-2,3,4,5-tetrahydro-1H-pyrrolo[3,2-d]pyrimidin-1-yl)methyl)phenyl)azepane-1-carboxylate